6-methyl-2-diethylamino-4-methoxy-1-methacryloyloxynaphthalene CC=1C=C2C(=CC(=C(C2=CC1)OC(C(=C)C)=O)N(CC)CC)OC